thiophene-2-carboxylic acid 2-bromoethyl ester BrCCOC(=O)C=1SC=CC1